O.NCCNCCNCCN triethylenetetramine compound with water